4-({7-Cyclobutyl-6-(3,8-diazabicyclo[3.2.1]octan-3-yl)-2-[2-(1-methyl-1H-imidazol-2-yl)ethoxy]-7H-purin-8-yl}oxy)-5-ethynyl-6-fluoronaphthalen-2-ol C1(CCC1)N1C(=NC2=NC(=NC(=C12)N1CC2CCC(C1)N2)OCCC=2N(C=CN2)C)OC2=CC(=CC1=CC=C(C(=C21)C#C)F)O